(5-(pyrrolidin-1-ylmethyl)thiophen-2-yl)methanol ethyl-7-chloro-8-fluoro-2,4-dihydroxy-1,6-naphthyridine-3-carboxylate C(C)C1=C2C(=C(C(=NC2=C(C(=N1)Cl)F)O)C(=O)OCC=1SC(=CC1)CN1CCCC1)O